C(C)OC([C@H](CCC(=O)OCC)NC(=O)C1=NC=C(C=C1F)N)=O (2S)-2-[(5-amino-3-fluoropyridin-2-yl)formylamino]glutaric acid 1,5-diethyl ester